Cl.N=S(=O)CC1=CC(=CC=C1)OC.[Ar] argon imino(3-methoxyphenyl)methyl-λ6-sulfanone hydrochloride